C(C)(C)(C)C1=NC(=C(C(=O)O)C=C1NC1CCCCC1)NC1C2CC3CC(CC1C3)C2 tert-butyl-2-(((1r,3r,5r,7r)-adamantan-2-yl)amino)-5-(cyclohexylamino)nicotinic acid